CC(CCCCCCC(CCCCCCC)O)O hexadecane-2,9-diol